CC1=NN=C(N1[C@@H]1CN(C[C@H](C1)C)C1=NC=CC(=N1)C1=CN=C2N1C=C(C=C2)C(F)(F)F)C 3-(2-((3S,5S)-3-(3,5-dimethyl-4H-1,2,4-triazol-4-yl)-5-methylpiperidin-1-yl)pyrimidin-4-yl)-6-(trifluoromethyl)imidazo[1,2-a]pyridine